C(C)(=O)O[C@@H](COC1=CC=C(C=C1)C(C)(C)C1=CC(=C(C(=C1)Cl)OC[C@H](CCl)O)Cl)CNS(=O)(=O)C (R)-1-(4-(2-(3,5-dichloro-4-((R)-3-chloro-2-hydroxypropoxy)phenyl)propan-2-yl)phenoxy)-3-(methylsulfonamido)propan-2-yl acetate